N-({2-[(2,2-dimethylpyrrolidin-1-yl)methyl]-1H-indol-6-yl}methyl)-4-oxo-4H-pyrido[1,2-a]pyrimidine-2-carboxamide CC1(N(CCC1)CC=1NC2=CC(=CC=C2C1)CNC(=O)C=1N=C2N(C(C1)=O)C=CC=C2)C